C(CCCCCCCCCCC)(=O)OCC(C)C Dodecanoic acid, 2-methylpropyl ester